OC=1C=C(CNC(=O)C2=CC3=C(N=CN3)C=C2)C=CC1OC benzoimidazole-5-carboxylic acid 3-hydroxy-4-methoxy-benzylamide